7-benzyl-2,3,6,7-tetrahydro-1H-purine-2,6-dione C(C1=CC=CC=C1)N1C=NC=2NC(NC(C12)=O)=O